acryloyloxypentadecyl dihydrogen thiophosphate P(=S)(OCCCCCCCCCCCCCCCOC(C=C)=O)(O)O